FC(C1=NN=C(O1)CC(=O)OCC)F ethyl 2-(5-(difluoromethyl)-1,3,4-oxadiazol-2-yl)acetate